1-[3-amino-6-(2-hydroxyphenyl)pyridazin-4-yl]-N-[[1-[1-[2-(2,6-dioxo-3-piperidyl)-1,3-dioxo-isoindolin-5-yl]piperidine-4-carbonyl]-4-piperidyl]methyl]-4-phenyl-piperidine-4-carboxamide NC=1N=NC(=CC1N1CCC(CC1)(C(=O)NCC1CCN(CC1)C(=O)C1CCN(CC1)C=1C=C2C(N(C(C2=CC1)=O)C1C(NC(CC1)=O)=O)=O)C1=CC=CC=C1)C1=C(C=CC=C1)O